9-Chloro-7-(2-isobutyl-phenyl)-5H-benzo[c]pyrimido[4,5-e]azepin ClC=1C=CC2=C(C(=NCC3=C2N=CN=C3)C3=C(C=CC=C3)CC(C)C)C1